(S)-2-((1H-pyrazolo[4,3-d]pyrimidin-7-yl)amino)-4-(((R)-2-methoxypropyl)(4-(5,6,7,8-tetrahydro-1,8-naphthyridin-2-yl)butyl)amino)butanoic acid N1N=CC=2N=CN=C(C21)N[C@H](C(=O)O)CCN(CCCCC2=NC=1NCCCC1C=C2)C[C@@H](C)OC